1-(3-((4-((2,4-dichloro-phenyl)amino)-7-methoxy-quinazolin-6-yl)oxy)-pyrrolidin-1-yl)prop-2-en-1-one ClC1=C(C=CC(=C1)Cl)NC1=NC=NC2=CC(=C(C=C12)OC1CN(CC1)C(C=C)=O)OC